Methyl 3-amino-4-piperidin-1-yl-benzoate NC=1C=C(C(=O)OC)C=CC1N1CCCCC1